Cl.FC1=CC=C(C=C1)C1(CCOCC1)CN (4-(4-fluorophenyl)tetrahydro-2H-pyran-4-yl)methylamine hydrochloride